C(C)(C)(C)N1[C@@H](C[C@H](C1)OS(=O)(=O)C1=CC=C(C)C=C1)C tert-butyl-(2R,4R)-2-methyl-4-(tosyloxy)pyrrolidine